6-chloro-N4-(2-(4-phenylpiperazin-1-yl)ethyl)pyrimidine-2,4,5-triAmine ClC1=C(C(=NC(=N1)N)NCCN1CCN(CC1)C1=CC=CC=C1)N